FC1=C(C(=CC=C1N1C=CC=C1)F)[Ti] [2,6-difluoro-3-(pyrrol-1-yl)-phenyl]titanium